ClC=1C=C(C=CC1Cl)N1C(N(CC1)C1=NC(=CC(=N1)N[C@H]1CN(CCC1)C(=O)OC(C)(C)C)C)=O |r| (±)-tert-butyl 3-(2-(3-(3,4-dichlorophenyl)-2-oxoimidazolidin-1-yl)-6-methylpyrimidin-4-ylamino)piperidine-1-carboxylate